3-bromo-5-chloro-phenol BrC=1C=C(C=C(C1)Cl)O